The molecule is a sesquiterpenoid that consists of (3S,4R,4aR,6S,6aS,12R,12aS,12bS)-4-(acetoxymethyl)-12-hydroxy-4,6a,12b-trimethyl-11-oxo-9-(pyridin-3-yl)-1,3,4,4a,5,6,6a,12,12a,12b-decahydro-2H,11H-benzo[f]pyrano[4,3-b]chromene-3,6-diol in which the hydrogens of the 3- and 6-hydroxy functions are substituted by acetyl groups. It has a role as a metabolite and an acyl-CoA:cholesterol acyltransferase 2 inhibitor. It is a sesquiterpenoid and an organic heterotetracyclic compound. CC(=O)OC[C@@]1([C@H](CC[C@]2([C@H]1C[C@@H]([C@@]3([C@@H]2[C@H](C4=C(O3)C=C(OC4=O)C5=CN=CC=C5)O)C)OC(=O)C)C)OC(=O)C)C